(5-(3,5-difluorophenyl)-4,5-dihydro-1H-pyrazol-1-yl)(1-(4-(2-fluoro-5-((4-hydroxy-4-methylpentyl)oxy)phenyl)pyridin-2-yl)piperidin-4-yl)methanone FC=1C=C(C=C(C1)F)C1CC=NN1C(=O)C1CCN(CC1)C1=NC=CC(=C1)C1=C(C=CC(=C1)OCCCC(C)(C)O)F